2,3,6-anthracenetricarboxylic acid C1=C(C(=CC2=CC3=CC(=CC=C3C=C12)C(=O)O)C(=O)O)C(=O)O